C(C)OC1=CC=C(C=C1)/C=C/C(=O)N(C1COCC1)C1=CC=CC=C1 (E)-3-(4-ethoxyphenyl)-N-phenyl-N-tetrahydrofuran-3-yl-prop-2-enamide